COP(=O)(OO)CCC=O 3-(methylhydroxyphosphono)propanal